NC1=NC=2C=CC=CC2C2=C1N=CN2[C@H](CC)C2(CCCC2)O 1-[(1R)-1-(4-aminoimidazo[4,5-c]quinolin-1-yl)propyl]cyclopentanol